4-(4-methylphenyl)-3-butyn-2-one O-benzyl oxime C(C1=CC=CC=C1)ON=C(C)C#CC1=CC=C(C=C1)C